(R)-2-((1-(2-cyano-7-methyl-3-(1-methylpiperidin-4-yl)quinoxalin-5-yl)ethyl)amino)benzoic acid C(#N)C1=NC2=CC(=CC(=C2N=C1C1CCN(CC1)C)[C@@H](C)NC1=C(C(=O)O)C=CC=C1)C